FC1=C(C(=CC(=C1F)C)F)B(C1=C(C(=C(C=C1F)C)F)F)C1=C(C(=C(C=C1F)C)F)F tris(2,3,6-trifluoro-4-methylphenyl)boron